2-chloro-7,8-dihydro-5H-pyrano[4,3-b]pyridine-3-carbonitrile ClC1=C(C=C2C(=N1)CCOC2)C#N